N-((1,6-dimethyl-1H-benzimidazol-7-yl)methyl)-4-(trifluoromethoxy)-benzamide CN1C=NC2=C1C(=C(C=C2)C)CNC(C2=CC=C(C=C2)OC(F)(F)F)=O